tert-butyl ((4-oxo-3,4-dihydropyrido[3,4-d]pyrimidin-2-yl)methyl)carbamate O=C1C2=C(N=C(N1)CNC(OC(C)(C)C)=O)C=NC=C2